OC(C)C1=C(C(=CC=C1)C(CC)CC)O 2-(1-hydroxyethyl)-6-(pent-3-yl)phenol